5-(tetrahydro-2H-pyran-4-yl)-1H-indole-2-carboxylic acid ethyl ester C(C)OC(=O)C=1NC2=CC=C(C=C2C1)C1CCOCC1